2-[[3-(3,4-dimethoxyphenyl)-1-oxo-2-propen-1-yl]amino]-benzoic acid COC=1C=C(C=CC1OC)C=CC(=O)NC1=C(C(=O)O)C=CC=C1